7-bromo-2,3-dihydro-2-oxo-5-(2-pyridyl)-1H-1,4-benzodiazepine BrC=1C=CC2=C(C(=NCC(N2)=O)C2=NC=CC=C2)C1